(cyclopropylmethyl)(methyl)(((6-(5-(trifluoromethyl)-1,2,4-oxadiazol-3-yl)imidazo[1,2-a]pyridin-2-yl)methyl)imino)-λ6-sulfanone C1(CC1)CS(=O)(=NCC=1N=C2N(C=C(C=C2)C2=NOC(=N2)C(F)(F)F)C1)C